C(CCCCCCC)C(CCCCCCCC)OC(CCCCCCCOC(=O)[C@H]1N(CC(C1)OC(CCCN(C)C)=O)CCCCCC(OCCCCCCCCCCC)=O)=O [8-(1-octylnonoxy)-8-oxo-octyl](2S)-4-[4-(dimethylamino)butanoyloxy]-1-(6-oxo-6-undecoxy-hexyl)pyrrolidine-2-carboxylate